C1(CC1)N1C(C(=CC=C1)NC(=O)C=1C(=CC=2N(C1)C=C(N2)C21COC(C2)(C1)C)O[C@H](C(F)F)C)=O (S)-N-(1-cyclopropyl-2-oxo-1,2-dihydropyridin-3-yl)-7-((1,1-difluoropropan-2-yl)oxy)-2-(1-methyl-2-oxabicyclo[2.1.1]hex-4-yl)imidazo[1,2-a]pyridine-6-carboxamide